FC(OC1=C(C(=C(C=C1)C1=CN=C(N1C)C(=O)NC1=CC(=C(C(=O)O)C=C1)CC)F)F)F 4-[[5-[4-(difluoromethoxy)-2,3-difluoro-phenyl]-1-methylimidazole-2-carbonyl]amino]-2-ethyl-benzoic acid